monopentyl isophthalate C(C1=CC(C(=O)[O-])=CC=C1)(=O)OCCCCC